(R)-3-amino-1-(2-((6-amino-9H-purin-9-yl)methyl)-3-bromo-6-methoxyphenyl)-N-cyclopropylpyrrolidine-3-carboxamide N[C@]1(CN(CC1)C1=C(C(=CC=C1OC)Br)CN1C2=NC=NC(=C2N=C1)N)C(=O)NC1CC1